C(C)(C)C=1N(N=C2C1N=C(C=C2)B2OC(C(O2)(C)C)(C)C)C 3-isopropyl-2-methyl-5-(4,4,5,5-tetramethyl-1,3,2-dioxaborolan-2-yl)pyrazolo[4,3-b]pyridine